FC1=CC=C(C=C1)N1N=CC2=CC(=C(C=C12)C)[C@]12CNC[C@@H]2[C@H]1C1=CC=CC=C1 1-(4-fluorophenyl)-6-methyl-5-((1s,5r,6s)-6-phenyl-3-azabicyclo[3.1.0]hexane-1-yl)-1H-indazole